tetraazacycloheptadecino[16,17-f]quinoline C=1C=CNC2=CC=C3C(C12)=CC=CC=CC=CC=CC=CN=NN=N3